CC1=C(N=C(N1)C1=CC=CC=C1)C=1SC=CC1 5-methyl-2-phenyl-4-(2-thienyl)imidazole